tert-butyl (3S,4R)-3-fluoro-4-(2-methyl-5-(4,4,5,5-tetramethyl-1,3,2-dioxaborolan-2-yl)benzamido)pyrrolidine-1-carboxylate F[C@H]1CN(C[C@H]1NC(C1=C(C=CC(=C1)B1OC(C(O1)(C)C)(C)C)C)=O)C(=O)OC(C)(C)C